C(C=C)(=O)N1CC2(C1)CN(CC2)C2=NC(=NC(=C2C#N)C2=C1C=NNC1=CC=C2C)OC[C@@H]2N(CCC2)C 4-(2-acryloyl-2,6-diazaspiro[3.4]octan-6-yl)-6-(5-methyl-1H-indazol-4-yl)-2-(((R)-1-methylpyrrolidin-2-yl)methoxy)pyrimidine-5-carbonitrile